3-((2S)-3-(8-(5-(4-(aminomethyl)phenyl)pyridin-3-ylsulfonyl)-1-oxa-8-azaspiro[4.5]dec-3-ylamino)-2-hydroxypropoxy)-N-methylbenzenesulfonamide NCC1=CC=C(C=C1)C=1C=C(C=NC1)S(=O)(=O)N1CCC2(CC(CO2)NC[C@@H](COC=2C=C(C=CC2)S(=O)(=O)NC)O)CC1